(R)-N-(1-(2-aminopyridin-3-yl)ethyl)-7-chloro-8-fluoro-5-methoxy-2-(methylthio)pyrido[4,3-d]pyrimidin-4-amine NC1=NC=CC=C1[C@@H](C)NC=1C2=C(N=C(N1)SC)C(=C(N=C2OC)Cl)F